2-(dodecyl)dimethylaminoacetamide maleate C(\C=C/C(=O)O)(=O)O.C(CCCCCCCCCCC)C(C(=O)N)N(C)C